C(C1=CC=CC=C1)C1(C(=O)OCC1)CC1=CC=CC=C1 α,α-dibenzyl-γ-butyrolactone